ClC1=C(C=CC(=C1)Cl)C1=NN(C(=C1)O)C1=NC(=C(N=C1C)C)C 3-(2,4-dichlorophenyl)-1-(3,5,6-trimethylpyrazin-2-yl)-1H-pyrazol-5-ol